6-[(1-Acetyl-4-piperidyl)amino]-N-[(2R)-2-hydroxy-2-[(3S)-7-hydroxy-1,2,3,4-tetrahydroisoquinolin-3-yl]ethyl]-2-pyrrolidin-1-yl-pyrimidine-4-carboxamide C(C)(=O)N1CCC(CC1)NC1=CC(=NC(=N1)N1CCCC1)C(=O)NC[C@H]([C@H]1NCC2=CC(=CC=C2C1)O)O